OC=1C=C(C2=CC=CC=C2C1)C1=CC=C2C(=NC(=NC2=C1)OCC12CCCN2CCC1)N1C[C@H]2CC[C@@H](C1)N2C(=O)NC2(CNCC2)C (1R,5S)-3-(7-(3-hydroxynaphthalen-1-yl)-2-((tetrahydro-1H-pyrrolizin-7a(5H)-yl)methoxy)quinazolin-4-yl)-N-(3-methylpyrrolidin-3-yl)-3,8-diazabicyclo[3.2.1]octane-8-carboxamide